6-(1-((5-chloro-1-methyl-1H-pyrazol-4-yl)sulfonyl)piperidin-4-yl)-7-methyl-[1,2,4]triazolo[1,5-b]pyridazine ClC1=C(C=NN1C)S(=O)(=O)N1CCC(CC1)C=1C(=CC=2N(N1)N=CN2)C